FC1=C(C=CC(=C1F)OC)NC(=O)NCC1=C(C=CC2=C1N(C=N2)C)OC 1-(2,3-difluoro-4-methoxyphenyl)-3-((6-methoxy-1-methyl-1H-benzimidazol-7-yl)methyl)urea